4-(1,3,4-thiadiazol-2-yl)piperidine S1C(=NN=C1)C1CCNCC1